N=1C=CN2C1C(=CC=C2)COC2=CN=C(C=C2C=O)OC 5-(imidazo[1,2-a]pyridin-8-ylmethoxy)-2-methoxyisonicotinaldehyde